C[C@@H]1N(C[C@@H](CC1)C1=NC(=CC(=N1)C=1C=NC=CC1)NC=1C=C2N=CC=NC2=CC1)C(C)=O 1-((2S,5R)-2-methyl-5-(4-(pyridin-3-yl)-6-(quinoxalin-6-ylamino)pyrimidin-2-yl)piperidin-1-yl)ethan-1-one